O=C1NC(CCC1N1C(C2=CC=C(C=C2C1=O)N1CCN(CC1)C(C1=CC(=C(C=C1)[N+](=O)[O-])OC)=O)=O)=O 2-(2,6-dioxopiperidin-3-yl)-5-(4-(3-methoxy-4-nitrobenzoyl)piperazin-1-yl)isoindoline-1,3-dione